FC1=NN(C=2NC(C([C@@H](C21)O)(F)F)=O)C 3,5,5-trifluoro-(R)-4-hydroxy-1-methyl-1H,4H,5H,6H,7H-pyrazolo[3,4-b]pyridin-6-one